(R)-1-(2-fluorophenyl)-N-methylethanamine FC1=C(C=CC=C1)[C@@H](C)NC